COC1=C2C(NC(=NC2=CC(=C1)OC)C1=CC=C(C=C1)N1CCC(CC1)N1CCN(CC1)CC=1C(=C2C(N(C(C2=CC1)=O)C1C(NC(CC1)=O)=O)=O)F)=O 5-((4-(1-(4-(5,7-dimethoxy-4-oxo-3,4-dihydroquinazolin-2-yl)phenyl)piperidin-4-yl)piperazin-1-yl)methyl)-2-(2,6-dioxopiperidin-3-yl)-4-fluoroisoindoline-1,3-dione